C(C1=CC=CC=C1)N1CC=2C(N(C=3N=CC=CC3C2CC1)CC1=CC=C(C=C1)C)=O 3-benzyl-6-(4-methylbenzyl)-2,3,4,6-tetrahydropyrido[3,4-c][1,8]naphthyridin-5(1H)-one